2-(4-piperidyl)pyrazine dihydrochloride Cl.Cl.N1CCC(CC1)C1=NC=CN=C1